C1(CC1)C1C=2N(CCN1CC1=C(C=C(C=C1)OC)OC)C(=NN2)C2=NC(=NS2)C 5-(8-cyclopropyl-7-(2,4-dimethoxybenzyl)-5,6,7,8-tetrahydro-[1,2,4]triazolo[4,3-a]pyrazin-3-yl)-3-methyl-1,2,4-thiadiazole